ethyl 3-(4-(3-(1,8-naphthyridin-2-yl)propyl)-2H-1,2,3-triazol-2-yl)-3-(6-methoxypyridin-3-yl)propanoate N1=C(C=CC2=CC=CN=C12)CCCC1=NN(N=C1)C(CC(=O)OCC)C=1C=NC(=CC1)OC